3-cyano-N-[1-(3,4-dichlorophenyl)-2-(dimethylamino)ethyl]-4-(trifluoromethoxy)benzenesulfonamide C(#N)C=1C=C(C=CC1OC(F)(F)F)S(=O)(=O)NC(CN(C)C)C1=CC(=C(C=C1)Cl)Cl